(S)-2-benzyl-N-(2-cyclopropyl-4-methyl-5-oxo-5,6,7,8-tetrahydro-4H-pyrazolo[1,5-a][1,3]diazepin-6-yl)-2H-tetrazole-5-carboxamide C(C1=CC=CC=C1)N1N=C(N=N1)C(=O)N[C@@H]1C(N(C=2N(CC1)N=C(C2)C2CC2)C)=O